C1(CCC1)N1C=NC(=C1)NC(C1=CC(=C(C=C1)C)C#CC=1C=NC=CC1)=O N-(1-cyclobutylimidazol-4-yl)-4-methyl-3-[2-(3-pyridyl)ethynyl]benzamide